2-methyl-4-(4,4,5,5-tetramethyl-1,3,2-dioxaborolan-2-yl)thiazole CC=1SC=C(N1)B1OC(C(O1)(C)C)(C)C